NC1=C(SC(=C1)Br)C(=O)OC methyl 3-amino-5-bromothiophene-2-carboxylate